C#CCCCCCCCCCCCCCC 1-Hexadecyne